NC1=CC=C(C=N1)N1CCC(CC1)(O)C 1-(6-aminopyridin-3-yl)-4-methylpiperidin-4-ol